[N+](=O)([O-])C=1C=CC(=NC1)OC1=C(C=CC=C1)N1N=CC(=C1)C(F)(F)F 5-nitro-2-[2-[4-(trifluoromethyl)pyrazol-1-yl]phenoxy]pyridine